N1=CC=C(C=C1)C1=NOC(=N1)C1=CC=C(N)C=C1 4-[3-(pyridin-4-yl)-1,2,4-oxadiazol-5-yl]aniline